8-cyanoquinolin C(#N)C=1C=CC=C2C=CC=NC12